Cl.NC1CCN(CC1)CC1=CC2=C(C(=NO2)NS(=O)(=O)C2=C(C=CC=C2)OC)C(=C1)OC N-(6-((4-aminopiperidin-1-yl)methyl)-4-methoxybenzo[d]isoxazol-3-yl)-2-methoxybenzenesulfonamide hydrochloride